11,11,16,16-tetramethyl-21-(pyridin-2-yl)-10-oxa-2λ6-thia-3,13,15,22,27-pentaazapentacyclo[21.3.1.115,18.05,14.07,12]octacosa-1(27),5(14),6,12,23,25-hexaene-2,2,4-trione CC1(OCCC2=CC=3C(NS(C=4C=CC=C(NC(CCC5CC(N(C3N=C12)C5)(C)C)C5=NC=CC=C5)N4)(=O)=O)=O)C